OCC1=CC=C(CN2C=NC=3C2=C2C(=NC3)C=CS2)C=C1 1-(4-(hydroxymethyl)benzyl)-1H-imidazo[4,5-d]thieno[3,2-b]pyridin